(4,6-dimethoxybenzofuran-2-yl)benzhydrol COC1=CC(=CC2=C1C=C(O2)C(C2=CC=CC=C2)(C2=CC=CC=C2)O)OC